NC=1C=CC(=NC1)N1N=C(C(=C1)C1=CN=C(N1C)C(=O)NC1=CC(=C(C=C1)C(N(CC)CC)=O)Cl)C(F)(F)F 5-[1-(5-amino-2-pyridyl)-3-(trifluoromethyl)pyrazol-4-yl]-N-[3-chloro-4-(diethylcarbamoyl)phenyl]-1-methyl-imidazole-2-carboxamide